2-(pyridin-2-yl)-2,7-naphthyridine-1,8(2H,7H)-dione N1=C(C=CC=C1)N1C(C=2C(NC=CC2C=C1)=O)=O